N-[5-[1-[(4-methyl-1,2,4-triazol-3-yl)sulfanyl]ethyl]-3-pyridyl]-6-(trifluoromethyl)pyridine-2-carboxamide CN1C(=NN=C1)SC(C)C=1C=C(C=NC1)NC(=O)C1=NC(=CC=C1)C(F)(F)F